C(#N)C1=C(C=CC(=N1)C(=O)NC)N1CCN(CC1)CC1=CN=C(S1)NC(=O)NCC 6-cyano-5-(4-((2-(3-ethylureido)thiazol-5-yl)methyl)piperazin-1-yl)-N-methylpicolinamide